4-amino-2-hydroxyphenol NC1=CC(=C(C=C1)O)O